ClC=1C(=NC(=NC1)NC1=C(C=C(C=C1)N1CCN(CC1)CC=1C=C2C(N(C(C2=CC1F)=O)C1C(NC(CC1)=O)=O)=O)OC)NC1=C(C=CC=C1)P(=O)(C)C 5-((4-(4-((5-chloro-4-((2-(dimethylphosphoryl)phenyl)amino)pyrimidin-2-yl)amino)-3-methoxyphenyl)piperazin-1-yl)methyl)-2-(2,6-dioxopiperidin-3-yl)-6-fluoroisoindoline-1,3-dione